ClC1=C(C=CC=C1)[C@H]1N(CC2=CC=CC=C12)C1=C(C(=O)N[C@H](C)\C=C\S(=O)(=O)C)C=CC=C1 ((S)-1-(2-Chlorophenyl)isoindolin-2-yl)-N-((R,E)-4-(methylsulfonyl)but-3-en-2-yl)benzamide